N-(2-methyl-9H-xanthen-9-yl)-2-oxo-6-(trifluoromethyl)-1,2-dihydropyridine-3-carboxamide CC1=CC=2C(C3=CC=CC=C3OC2C=C1)NC(=O)C=1C(NC(=CC1)C(F)(F)F)=O